C1(CCCC1)N1[C@@H](C(N(C=2C=NC(=NC12)NC1=C(C=C(C(=O)NC2CC(C2)N(C2CCN(CC2)C(=O)OC(C)(C)C)C2CC2)C=C1)OC)C)=O)CC tert-butyl 4-[[3-[[4-[[(7R)-8-cyclopentyl-7-ethyl-5-methyl-6-oxo-7H-pteridin-2-yl]amino]-3-methoxybenzoyl]amino]cyclobutyl]-cyclopropyl-amino]piperidine-1-carboxylate